FC1(CC2(CN(C2)C=2N=C3N(C(C2C)=O)C=C(C=C3[C@@H](C)NC3=C(C(=O)O)C=CC=C3)C)C1)F (R)-2-((1-(2-(6,6-difluoro-2-azaspiro[3.3]heptan-2-yl)-3,7-dimethyl-4-oxo-4H-pyrido[1,2-a]pyrimidin-9-yl)ethyl)amino)benzoic acid